CC1=C(C(CCC(=CCCC(=CC1)C)C)=O)C methyl-2,6,10-trimethyl-2,5,9-cyclododecatrienone